S1C=NC2=C1C=C(C=C2)\C=C\2/N=C(NC2=O)NC2CC2 (4Z)-4-(1,3-benzothiazol-6-ylmethylene)-2-(cyclopropylamino)-1H-imidazol-5-one